ClCC1=CC=C(CNC(C)=O)C=C1 N-(4-(chloromethyl)benzyl)acetamide